FC1=C2C(COCC2=CC(=C1)C(F)(F)F)=C 5-fluoro-4-methylene-7-(trifluoromethyl)isochromane